Cl.ClC1=C(C2=C(SC3=C2N=CN=C3NC3(CC3)C)N=C1C)C 8-chloro-7,9-dimethyl-N-(1-methylcyclopropyl)pyrido[3',2':4,5]thieno[3,2-d]pyrimidin-4-amine hydrochloride